ClC=1C=C2CCN(CC2=C(C1)[C@H]1N(CCC1)C(=O)[O-])C(C(C(F)(F)F)(C)O)=O (2S)-2-(6-chloro-2-(3,3,3-trifluoro-2-hydroxy-2-methylpropionyl)-1,2,3,4-tetrahydro Isoquinolin-8-yl)pyrrolidine-1-carboxylate